CC=1C=NN2C1COC1=C(C2)C=C(C=C1)C#N 3-methyl-4,10-dihydrobenzo[f]pyrazolo[5,1-c][1,4]oxazepine-8-carbonitrile